(R)-3-methoxy-N-methyl-4-((3-(8-((5,6,7,8-tetrahydro-[1,2,4]triazolo[1,5-a]pyridin-6-yl)amino)-3-((trifluoromethyl)thio)imidazo[1,2-a]pyridin-2-yl)prop-2-yn-1-yl)amino)benzamide COC=1C=C(C(=O)NC)C=CC1NCC#CC=1N=C2N(C=CC=C2N[C@@H]2CCC=3N(C2)N=CN3)C1SC(F)(F)F